BrCC(=O)C1=C(C(=CC=C1Br)F)F 2-bromo-1-(6-bromo-2,3-difluorophenyl)ethan-1-one